γ-trifluoroacetyl-ornithine FC(C(=O)C(C[C@H](N)C(=O)O)CN)(F)F